(R)-3-((5-chloro-1H-indol-2-yl)methyl)-1-(1-(4-fluoro-1-methyl-1H-pyrazole-3-carbonyl)piperidin-3-yl)-1-methylurea ClC=1C=C2C=C(NC2=CC1)CNC(N(C)[C@H]1CN(CCC1)C(=O)C1=NN(C=C1F)C)=O